CC(C)(OC(NCCOCCOCCOCCC(=O)N[C@@H](CC(=O)N1[C@@H](CCC1)C(=O)N[C@@H](C)C(=O)OC1=CC=NC2=CC=CC=C12)C(N)=O)=O)C quinolin-4-yl N-(2,2-dimethyl-4,17-dioxo-3,8,11,14-tetraoxa-5-azaheptadec-17-yl)-L-alpha-asparaginyl-L-prolyl-L-alaninate